1-(3-chloropyrazin-2-yl)cyclopropanecarbonitrile ClC=1C(=NC=CN1)C1(CC1)C#N